C(CC)(=O)NCCN monopropionylaminoethylamine